6-bromo-5-[(2-chloro-4-fluorophenyl)carbonyl]-2-methylindazole-4-carbonitrile BrC=1C(=C(C2=CN(N=C2C1)C)C#N)C(=O)C1=C(C=C(C=C1)F)Cl